N1=CC=C(C=C1)C(CC(=O)O)N1N=CC2=CC(=CC=C12)OCCC1=NC=2NCCCC2C=C1 3-(pyridin-4-yl)-3-(5-(2-(5,6,7,8-tetrahydro-1,8-naphthyridin-2-yl)ethoxy)-1H-indazol-1-yl)propionic acid